NCC#CC=1OC(=CC1CO)C#CCN (2,5-bis(3-aminoprop-1-yn-1-yl)furan-3-yl)methanol